(Z)-3-((3-butyl-7-(ethylthio)-2-(4-methoxybenzyl)-1,1-dioxido-5-phenyl-2,3,4,5-tetrahydro-1,2,5-benzothiadiazepin-8-yl)oxy)-2-fluoroacrylic acid C(CCC)C1N(S(C2=C(N(C1)C1=CC=CC=C1)C=C(C(=C2)O\C=C(\C(=O)O)/F)SCC)(=O)=O)CC2=CC=C(C=C2)OC